(3-morpholinopropyl)carboxamide O1CCN(CC1)CCCC(=O)N